ClC1=C(C=C(C=O)C=C1)CC 4-CHLORO-3-ETHYLBENZALDEHYDE